N-[1-[[[1-(4-cyanophenyl)ethyl]sulfonyl]methyl]propyl]carbamic acid 4-fluorophenyl ester FC1=CC=C(C=C1)OC(NC(CC)CS(=O)(=O)C(C)C1=CC=C(C=C1)C#N)=O